N'-(4-{3-[(Difluoromethoxy)sulfanyl]phenoxy}-2,5-dimethylphenyl)-N-ethyl-N-methylimidoformamide FC(OSC=1C=C(OC2=CC(=C(C=C2C)N=CN(C)CC)C)C=CC1)F